BrC1=C(C=C2C(=NC(=NC2=C1F)Cl)C=1C(=NN2C1CNCCCC2)C(=O)N(C)C)Cl (7-bromo-2,6-dichloro-8-fluoroquinazolin-4-yl)-N,N-dimethyl-4,5,6,7,8,9-hexahydropyrazolo[1,5-a][1,4]diazocine-2-carboxamide